ClC1=C(C=CC=C1)C1=C(C=CC(=C1)C(C)O)S(=O)(=O)N1CCC(CC1)(C(=O)O)F 1-[2-(2-chlorophenyl)-4-(1-hydroxyethyl)phenyl]sulfonyl-4-fluoro-piperidine-4-carboxylic acid